tert-butyl 4-(4-((1S,5R)-5-(trifluoromethyl)-3-azabicyclo[3.1.0]hexan-1-yl)-1H-1,2,3-triazol-1-yl)piperidine-1-carboxylate FC([C@]12CNC[C@@]2(C1)C=1N=NN(C1)C1CCN(CC1)C(=O)OC(C)(C)C)(F)F